1-benzyl-4-(3-fluorophenyl)-1,2,3-triazole C(C1=CC=CC=C1)N1N=NC(=C1)C1=CC(=CC=C1)F